3'-amino-2',3'-dideoxycytidine 5'-triphosphate P(O)(=O)(OP(=O)(O)OP(=O)(O)O)OC[C@@H]1[C@H](C[C@@H](O1)N1C(=O)N=C(N)C=C1)N